ClC=1C=C(OCC(=O)O)C=C(C1CC1=CC(=C(C=C1)O)C(C)C)C(F)(F)F 2-(3-chloro-4-(4-hydroxy-3-isopropylbenzyl)-5-(trifluoromethyl)phenoxy)acetic acid